COC1=CC=C(C=C1)N1NC(=CC1C1=CC=C(C=C1)C(C)(C)C)C=CC1=CC=C(C=C1)C(C)(C)C 1-(4-methoxyphenyl)-3-(4-tert-butylstyryl)-5-(4-tert-butylphenyl)-pyrazoline